dioctadecyl-β-(3,5-di-tert-butyl-4-hydroxyphenyl)propionic acid C(CCCCCCCCCCCCCCCCC)C(C(=O)O)(CC1=CC(=C(C(=C1)C(C)(C)C)O)C(C)(C)C)CCCCCCCCCCCCCCCCCC